di(4-tert-butyl cyclohexyl) peroxy dicarbonate C(OC1CCC(CC1)C(C)(C)C)(OOOOC(OC1CCC(CC1)C(C)(C)C)=O)=O